BrC1=CC=CC(=N1)C1=NC(=NC=C1)NC1=NN(C=C1)C (6-Bromopyridin-2-yl)-N-(1-methyl-1H-pyrazol-3-yl)pyrimidin-2-amine